COC1=CC=CC=C1C=C o-vinyl-anisole